methyl-N-(1-methylcyclopropyl)-5-[4-(pyridin-2-yl)-1,4-diazacycloheptane-1-carbonyl]furo[2,3-d]pyrimidin-4-amine CC=1N=C(C2=C(N1)OC=C2C(=O)N2CCN(CCC2)C2=NC=CC=C2)NC2(CC2)C